8-acetyl-2-cyclopropyl-3,6-dimethylquinazolin-4(3H)-one C(C)(=O)C=1C=C(C=C2C(N(C(=NC12)C1CC1)C)=O)C